Urea-HCl Cl.NC(=O)N